4-(2-methoxyphenyl)sulfonylmorpholin COC1=C(C=CC=C1)S(=O)(=O)N1CCOCC1